CP(=O)(C)C1=NC=CC=C1NC1=C(C=C(C=C1)I)F (dimethylphosphoryl)-N-(2-fluoro-4-iodophenyl)pyridin-3-amine